tert-butyl 6-[3-(2-methoxy-3-pyridyl) pyrazolo[1,5-a]pyrimidin-5-yl]-2,6-diazaspiro[3.3]heptane-2-carboxylate COC1=NC=CC=C1C=1C=NN2C1N=C(C=C2)N2CC1(CN(C1)C(=O)OC(C)(C)C)C2